2-((5-(2,6-Diazaspiro[3.4]oct-6-yl)-1,2,4-triazin-6-yl)oxy)-N-ethyl-5-fluoro-N-isopropylbenzamide C1NCC12CN(CC2)C=2N=CN=NC2OC2=C(C(=O)N(C(C)C)CC)C=C(C=C2)F